6-cyano-3-methoxypyridine-2-carboxylic acid methyl ester COC(=O)C1=NC(=CC=C1OC)C#N